6-(3-(Difluoromethoxy)-5-methylphenyl)-2-azaspiro[3.4]octan FC(OC=1C=C(C=C(C1)C)C1CC2(CNC2)CC1)F